butylpyridine p-toluenesulfonate CC1=CC=C(C=C1)S(=O)(=O)O.C(CCC)C1=NC=CC=C1